NC1=C(C=CC=C1C(=O)N)C1=C(C(=CC=C1C)O)C 2-amino-3'-hydroxy-2',6'-dimethyl-[1,1'-biphenyl]-3-carboxamide